((8-(5-(3-cyano-4-isopropoxyphenyl)-1,2,4-oxadiazol-3-yl)quinoxalin-5-yl)methyl)azelaic acid C(#N)C=1C=C(C=CC1OC(C)C)C1=NC(=NO1)C=1C=CC(=C2N=CC=NC12)CC(C(=O)O)CCCCCCC(=O)O